C(CCCCCCCC)(=O)[C@]([C@H](CO)O)(O)[C@](O)([C@H](OC(CCCCCCCC)=O)CO)C(CCCCCCCC)=O 3,4,5-O-trinonanoyl-sorbitol